(4-((R)-2-(6-ethoxypyridin-3-yl)propyl)-6-(((R)-1-hydroxy-4-methylpent-2-yl)amino)-1,3,5-triazin-2-yl)methanesulfonamide C(C)OC1=CC=C(C=N1)[C@@H](CC1=NC(=NC(=N1)N[C@@H](CO)CC(C)C)CS(=O)(=O)N)C